2-(4-tert-butyl-2-methyl-phenyl)-3-methoxy-4-oxo-1H-1,6-naphthyridine-5-carboxamide C(C)(C)(C)C1=CC(=C(C=C1)C=1NC=2C=CN=C(C2C(C1OC)=O)C(=O)N)C